N-(3-(5-(4-Chloro-2-methylphenyl)-1H-pyrazolo[3,4-b]pyridin-3-carbonyl)-2,6-difluorophenyl)propan-1-sulfonamid ClC1=CC(=C(C=C1)C=1C=C2C(=NC1)NN=C2C(=O)C=2C(=C(C(=CC2)F)NS(=O)(=O)CCC)F)C